9,10-Di-methandiylanthracen C=C1C2=CC=CC=C2C(C=2C=CC=CC12)=C